methyl N-[4-[[[8-(3,4-dimethoxyphenyl)-2,7-dimethyl-pyrazolo[1,5-a][1,3,5]triazin-4-yl]amino]methyl]phenyl]sulfonylcarbamate COC=1C=C(C=CC1OC)C=1C(=NN2C1N=C(N=C2NCC2=CC=C(C=C2)S(=O)(=O)NC(OC)=O)C)C